((1R,2aS,2bR,4aR,6R,8aS,8bR,10aS)-6-hydroxy-6-(methoxymethyl)-10a-methylhexadecahydrocyclobuta[a]phenanthren-1-yl)((S)-2-methylpiperidin-1-yl)methanone O[C@@]1(CC[C@@H]2[C@H]3CC[C@]4([C@H]([C@@H]3CC[C@@H]2C1)C[C@H]4C(=O)N4[C@H](CCCC4)C)C)COC